Chloro-4''-((2,4-difluorophenyl)methoxy-d2)-3-(2-hydroxypropan-2-yl)-5',6''-dimethyl-2H,2''H-[1,2':4',1''-terpyridin]-2,2''-dione ClC1=C(C(N(C=C1)C1=NC=C(C(=C1)N1C(C=C(C=C1C)OC([2H])([2H])C1=C(C=C(C=C1)F)F)=O)C)=O)C(C)(C)O